FC1=CC=C2C=CC(=NC2=C1)C1=CCCCN1C(=O)OC(C)(C)C tert-butyl 6-(7-fluoroquinoline-2-yl)-3,4-dihydropyridin-1(2H)-carboxylate